C[SiH2]C#CC=O 3-(methylsilyl)prop-2-ynal